1-(2-fluoroethyl)-4-(4,4,5,5-tetramethyl-1,3,2-dioxaborolan-2-yl)-1H-pyrazole FCCN1N=CC(=C1)B1OC(C(O1)(C)C)(C)C